TRIAZOLOPYRIMIDINE N1N=NC2=C1C=NC=N2